FC1=C(C(=CC=C1)F)C1=CC(=C(N=N1)C(=O)[O-])NC1=C(C=C(C=C1)CO)C 6-(2,6-difluorophenyl)-4-((Methyl 4-(hydroxymethyl)phenyl)amino)pyridazine-3-carboxylate